1-[(2R,4S)-4-[4-amino-3-[2-(6-chloro-2-methyl-1H-1,3-benzodiazol-5-yl)ethynyl]pyrazolo[3,4-d]pyrimidin-1-yl]-2-(methoxymethyl)pyrrolidin-1-yl]prop-2-en-1-one NC1=C2C(=NC=N1)N(N=C2C#CC2=CC1=C(NC(=N1)C)C=C2Cl)[C@H]2C[C@@H](N(C2)C(C=C)=O)COC